cis-β-terpineol CC(=C)C1CCC(CC1)(C)O